1,8-dimethoxy-10-methyl-9-(naphthalen-1-yl)acridinium bromide [Br-].COC1=CC=CC2=[N+](C3=CC=CC(=C3C(=C12)C1=CC=CC2=CC=CC=C12)OC)C